1-[Rac-(5s,7s)-7-fluoro-5-phenyl-6,7-dihydro-5H-pyrrolo[1,2-b][1,2,4]triazol-2-yl]indazole F[C@H]1C[C@H](N2N=C(N=C21)N2N=CC1=CC=CC=C21)C2=CC=CC=C2 |r|